C(C)(C)(C)OC(NC1=C(C=C(C=C1)C=O)Cl)=O (2-CHLORO-4-FORMYL-PHENYL)-CARBAMIC ACID TERT-BUTYL ESTER